N1=C(C=CC=C1C(=O)[O-])C(=O)[O-] 2,6-pyridinedicarboxylate